C1=CN=C2N=CCC2=C1N 1,7-dideazaadenine